N[C@H](C(=O)[O-])CC1=CC(=C(C(=C1)I)OC1=CC(=C(C(=C1)I)O)I)I.[Na+] sodium (2S)-2-amino-3-[4-(4-hydroxy-3,5-diiodophenoxy)-3,5-diiodophenyl]-propanoate